3-(2-(2-Chloro-3'-(3-(((R)-3-hydroxypyrrolidin-1-yl)methyl)-1,7-naphthyridin-8-ylamino)-2'-methylbiphenyl-3-ylcarbamoyl)-1-methyl-6,7-dihydro-1H-imidazo[4,5-c]pyridin-5(4H)-yl)butan ClC1=C(C=CC=C1NC(=O)C=1N(C2=C(CN(CC2)C(CC)C)N1)C)C1=C(C(=CC=C1)NC=1N=CC=C2C=C(C=NC12)CN1C[C@@H](CC1)O)C